2-(((S)-1-(((6-amino-2-methylpyridin-3-yl)methyl)amino)-1-oxopropan-2-yl)carbamoyl)-4-(naphthalen-2-ylmethyl)pyrrolidine-1-carboxylic acid tert-butyl ester C(C)(C)(C)OC(=O)N1C(CC(C1)CC1=CC2=CC=CC=C2C=C1)C(N[C@H](C(=O)NCC=1C(=NC(=CC1)N)C)C)=O